1-(2-((5-(3-methyl-[1,2,4]triazolo[4,3-a]pyridin-6-yl)-7H-pyrrolo[2,3-d]pyrimidin-2-yl)amino)-7-azaspiro[3.5]nonan-7-yl)ethan-1-one CC1=NN=C2N1C=C(C=C2)C2=CNC=1N=C(N=CC12)NC1CC2(C1)CCN(CC2)C(C)=O